CC1=NOC(=N1)C=CC=O 3-(3-methyl-1,2,4-oxadiazol-5-yl)prop-2-en-1-one